FC1=NN2C(N=CC3=C2[C@@](CN3C(=O)NC=3C=NC(=C(C3)C)N3N=CC=N3)(C(F)(F)F)C)=C1 (R)-2-fluoro-8-methyl-N-(5-methyl-6-(2H-1,2,3-triazol-2-yl)pyridin-3-yl)-8-(trifluoromethyl)-7,8-dihydro-6H-pyrazolo[1,5-a]pyrrolo[2,3-e]pyrimidine-6-carboxamide